(2R,3'S)-N-(3-(2-((3-methoxy-1-methyl-1H-pyrazol-4-yl)amino)-5-methylpyrimidin-4-yl)-1H-indol-7-yl)-1'-methyl-[1,3'-bipyrrolidine]-2-carboxamide COC1=NN(C=C1NC1=NC=C(C(=N1)C1=CNC2=C(C=CC=C12)NC(=O)[C@@H]1N(CCC1)[C@@H]1CN(CC1)C)C)C